BrC1=CC=CC(=N1)NC(=O)[C@H]1N([C@@H]2C[C@@]2(C1)COP(=O)(OCC)OCC)C(=O)OC(C)(C)C (1R,3S,5S)-tert-Butyl 3-((6-bromopyridin-2-yl)carbamoyl)-5-(((diethoxyphosphoryl)oxy)methyl)-2-azabicyclo[3.1.0]hexane-2-carboxylate